2,6,6-triethyl-1,3-cyclohexadiene C(C)C1=CC(CC=C1)(CC)CC